(20R)-3-(cyclopropylmethyl)-17-fluoro-20-methyl-21-oxa-3,4,5,12,24-pentaazapentacyclo[20.3.1.02,6.08,13.014,19]hexacosa-1(25),2(6),4,8(13),9,11,14,16,18,22(26),23-undecaen-23-amine C1(CC1)CN1C=2C3=CN=C(C(O[C@@H](C4=CC(=CC=C4C=4N=CC=CC4CC2N=N1)F)C)=C3)N